(2R,3S,4S)-4-hydroxy-2-[(4-methoxyphenyl)methyl]pyrrolidin-3-yl N-{2-[(3R)-pyrrolidin-3-ylamino]ethyl}carbamate N1C[C@@H](CC1)NCCNC(O[C@H]1[C@H](NC[C@@H]1O)CC1=CC=C(C=C1)OC)=O